2-Acryloylthio-n-pentylthio-5-n-hexylthio-1,3,4-thiadiazole C(C=C)(=O)SC(CSC=1SC(=NN1)SCCCCCC)CCC